(5-Cyclopropyl-1-(4-fluorobenzamido)naphthalen-2-yl)(methylsulfonyl)amide C1(CC1)C1=C2C=CC(=C(C2=CC=C1)NC(C1=CC=C(C=C1)F)=O)[N-]S(=O)(=O)C